1-(2-(5-phenylimidazol-2-yl)piperidin-1-yl)ethan-1-one C1(=CC=CC=C1)C1=CN=C(N1)C1N(CCCC1)C(C)=O